8-bromo-6-(5-fluoro-6-methoxypyridin-3-yl)-4-methyl-quinazoline BrC=1C=C(C=C2C(=NC=NC12)C)C=1C=NC(=C(C1)F)OC